C(C)(C)(C)N(C([O-])=O)C1=C(C(=C(C=C1)F)NC=1C(=C2C(N(C=NC2=CC1)C)=O)C)Cl.BrC=1C(=[N+](C=CC1)C)C1=CC=CC=C1 bromophenyl-methyl-pyridinium tert-butyl-(2-chloro-3-((3,5-dimethyl-4-oxo-3,4-dihydroquinazolin-6-yl)amino)-4-fluorophenyl)-carbamate